benzyl 4-(4-chloro-3-fluoro-phenyl)-4-[[4-(trifluoromethoxy)phenyl] sulfonylamino]piperidine-1-carboxylate ClC1=C(C=C(C=C1)C1(CCN(CC1)C(=O)OCC1=CC=CC=C1)NS(=O)(=O)C1=CC=C(C=C1)OC(F)(F)F)F